2,3-dichloro-N-(2',6'-diethylphenyl)maleimide ClC=1C(=O)N(C(C1Cl)=O)C1=C(C=CC=C1CC)CC